7-[(4-bromo-2-fluorophenyl)amino]cinnoline-6-carboxylic acid BrC1=CC(=C(C=C1)NC1=C(C=C2C=CN=NC2=C1)C(=O)O)F